2-((2,2-bis(hydroxymethyl)butoxy)methyl)-2-methylpropan-1,3-diol OCC(COCC(CO)(CO)C)(CC)CO